NC12CC3(CC(CC(C1)C3)C2)NCC(=O)N2CC3=CC=CC=C3C2 2-((3-aminoadamantan-1-yl)amino)-1-(isoindolin-2-yl)ethan-1-one